ClC(CN(C(O)=O)OC(CC1=CC=C(C=C1)[N+](=O)[O-])=O)(Cl)Cl.C(C)(C)(C)N1CCC1 tert-butyl-azetidin 2,2,2-Trichloroethyl-(2-(4-nitrophenyl)acetoxy)carbamate